3-(trifluoromethanesulfonyloxy)-2,5-dihydro-1H-pyrrole-1-carboxylate FC(S(=O)(=O)OC=1CN(CC1)C(=O)[O-])(F)F